(1S,3S)-5'-(3-Amino-5-(4-(cyanomethyl)-3-methylpyridin-2-yl)phenyl)-4'-chloro-3-methyl-1',2'-dihydrospiro[cyclopentane-1,3'-pyrrolo[2,3-b]pyridine]-3-carbonitrile NC=1C=C(C=C(C1)C1=NC=CC(=C1C)CC#N)C=1C(=C2C(=NC1)NC[C@@]21C[C@](CC1)(C#N)C)Cl